BrC=1C=C2C(=C(N=NC2=CC1)N)N[C@@H]1C[C@H](C1)OC 6-bromo-N4-(trans-3-methoxycyclobutyl)cinnoline-3,4-diamine